9,9-bis{5-[2-(2-glycidyloxypropoxy)propoxy]naphthalen-1-yl}-9H-fluorene C(C1CO1)OC(COC(COC1=C2C=CC=C(C2=CC=C1)C1(C2=CC=CC=C2C=2C=CC=CC12)C1=CC=CC2=C(C=CC=C12)OCC(C)OCC(C)OCC1CO1)C)C